C(#N)C=1C(=CC(=NC1)NC(=O)N1CCCC2=CC(=C(N=C12)C=O)CN1C([C@H](CC1)OC)=C=O)N[C@@H]1[C@@H](CC1)OC N-(5-Cyano-4-(((1S,2R)-2-methoxycyclobutyl)amino)pyridin-2-yl)-7-formyl-6-(((S)-3-methoxy-2-carbonylpyrrolidin-1-yl)methyl)-3,4-dihydro-1,8-naphthyridin-1(2H)-carboxamide